COC(=O)C1(CC1)NCC1=C(C(=C(C=C1OCC)O)Cl)F 1-((3-chloro-6-ethoxy-2-fluoro-4-hydroxybenzyl)amino)cyclopropane-1-carboxylic acid methyl ester